BrC=1C=C(C=CC1SC=C)SC1=CC(=C(C=C1)SC=C)Br bis(3-bromo-4-(vinylthio) phenyl) sulfide